C(C)(=O)SC[C@@H]1C[C@@H](C1)N1C=NC=2C1=C1C(=NC2)N(C=C1)S(=O)(=O)CC1=CC=CC=C1 S-((cis-3-(6-toluenesulfonyl imidazo[4,5-d]pyrrolo[2,3-b]pyridin-1(6H)-yl) cyclobutyl) methyl) thioacetate